NC1=C(C=CC=C1)NC1=CC(=CC(=N1)N=S(=O)(C)C)N1[C@@H](COCC1)C (R)-((6-((2-Aminophenyl)amino)-4-(3-methylmorpholino)pyridin-2-yl)imino)dimethyl-λ6-sulfanone